methyl 2-fluoroacrylate (methyl 2-fluoroacrylate) CC=C(C(=O)O)F.FC(C(=O)OC)=C